tert-butyl-6-chloro-1-methyl-1H-pyrazolo[3,4-b]pyridine C(C)(C)(C)C1=NN(C2=NC(=CC=C21)Cl)C